(6S,9S)-4-((S)-4-((benzyloxy)carbonyl)-3-(cyanomethyl)piperazin-1-yl)-2-(methylsulfinyl)-5,6,7,9-tetrahydro-8H-6,9-methanopyrimido[4,5-c]azepine-8-carboxylic acid tert-butyl ester C(C)(C)(C)OC(=O)N1[C@@H]2C3=C(C[C@H](C1)C2)C(=NC(=N3)S(=O)C)N3C[C@@H](N(CC3)C(=O)OCC3=CC=CC=C3)CC#N